C(C)(C)(C)OC(=O)N1CC2(C1)CC(C2)C=2C=NC=C(C2)F 6-(5-fluoro-3-pyridinyl)-2-azaspiro[3.3]heptane-2-carboxylic acid tert-butyl ester